FC(C1=NNC=C1)(F)F 3-(trifluoromethyl)-pyrazol